C(C)N1[C@@H](CCC1)C(=O)O N-ethyl-proline